FC1=C2C(N(C(NC2=CC=C1F)=O)CC(=O)OC)=O.C(CCCCCC)C1=CC=C(C=C1)C(=C)C1=CC=C(C=C1)[SiH](C)C 1-[4-(n-heptyl) phenyl]-1-(4'-dimethylsilanylphenyl) ethylene methyl 2-(5,6-difluoro-2,4-dioxo-1H-quinazolin-3-yl)acetate